1-(4-fluorophenyl)-4-[4-(2-tetrahydropyran-4-yl-3H-imidazo[4,5-b]pyridin-7-yl)piperidine-1-carbonyl]pyrrolidin-2-one FC1=CC=C(C=C1)N1C(CC(C1)C(=O)N1CCC(CC1)C1=C2C(=NC=C1)NC(=N2)C2CCOCC2)=O